[C@@H]12OC[C@@H](N(C1)C1=C(C=C(C(=C1)OC)NC1=NC=NC(=C1)N1OCC[C@@H]1C1=CC(=CC=C1)F)NC(C=C)=O)C2 N-(2-((1S,4S)-2-oxa-5-azabicyclo[2.2.1]heptane-5-yl)-5-((6-((R)-3-(3-fluorophenyl)isoxazolidine-2-yl)pyrimidine-4-yl)amino)-4-methoxyphenyl)acrylamide